copper-iron-copper-cobalt [Co].[Cu].[Fe].[Cu]